FC1(C(CNCC1)C=1C2=C(N(N=C2C=CC1OCC1=C(N=CS1)C)C)C(=O)N)F (4,4-difluoropiperidin-3-yl)-2-methyl-5-[(4-methyl-1,3-thiazol-5-yl)methoxy]-2H-indazole-3-carboxamide